C(C)(C)(C)OC1=NC=C(C(=N1)OC(C)(C)C)C=1C=C2C(=NN1)N(N=C2O[C@@H](C(F)F)C2=CC(=NC=C2)CN2CC(CC2)(F)F)C 5-(2,4-ditert-butoxypyrimidin-5-yl)-3-[(1R)-1-[2-[(3,3-difluoropyrrolidin-1-yl)methyl]-4-pyridyl]-2,2-difluoro-ethoxy]-1-methyl-pyrazolo[3,4-c]pyridazine